2-(4-((2-(3-azido-1-fluorocyclobutyl)-4-methylthiazol-5-yl)oxy)-3-fluorophenyl)-4-(2,6-difluorobenzyl)-2,4-dihydro-3H-1,2,4-triazol-3-one N(=[N+]=[N-])C1CC(C1)(F)C=1SC(=C(N1)C)OC1=C(C=C(C=C1)N1N=CN(C1=O)CC1=C(C=CC=C1F)F)F